(4-methylcyclohexane-1,3-diyl)bis(methylene)dicyclohexane CC1C(CC(CC1)CC1CCCCC1)CC1CCCCC1